NCC=1C=NC(=NC1)C1=C(C=C(C#N)C=C1)OC=1N(N=C(C1)C(C)C)C 4-[5-(aminomethyl)pyrimidin-2-yl]-3-(2-methyl-5-propan-2-yl-pyrazol-3-yl)oxybenzonitrile